1-{[1-(2,2-difluoroethyl)-1H-pyrazol-4-yl](oxan-4-yl)sulfamoyl}-3-(1,2,3,5,6,7-hexahydro-s-indacen-4-yl)urea sodium salt [Na].FC(CN1N=CC(=C1)N(S(=O)(=O)NC(=O)NC1=C2CCCC2=CC=2CCCC12)C1CCOCC1)F